ClC1=C(C(=O)NC2=CC=C(C=C2)C2=NN(C(=C2)NC(C2=CC(=CC=C2)S(=O)(=O)C)=O)C)C=CC=C1 2-Chloro-N-(4-(1-methyl-5-(3-(methylsulfonyl)benzamido)-1H-pyrazol-3-yl)phenyl)benzamide